CN(C(=O)[C@@H]1CN(CC[C@H]1NC(=O)C1=NOC(=C1)C1=C(C=C(C=C1F)F)F)C1C(CCC1)C)C (3R,4R)-1-(2-methyl-cyclopentyl)-4-{[5-(2,4,6-trifluoro-phenyl)-isoxazole-3-carbonyl]-amino}-piperidine-3-carboxylic acid dimethylamide